COC1=C(C=CC=C1)NC1=CC=C2C(=N1)NN=C2NC(C2=CC=C(C=C2)C2CCN(CC2)C)=O N-(6-((2-Methoxyphenyl)amino)-1H-pyrazolo[3,4-b]pyridin-3-yl)-4-(1-methylpiperidin-4-yl)benzamid